NC1=NC2=C(C=CC=C2C(=C1C#N)O)Br 2-amino-8-bromo-4-hydroxyquinoline-3-carbonitrile